4-(6-((2-fluorophenyl)ethynyl)-5-(4-methylpiperazin-1-yl)-1H-benzimidazol-2-yl)-N-hydroxybenzoamide FC1=C(C=CC=C1)C#CC=1C(=CC2=C(NC(=N2)C2=CC=C(C(=O)NO)C=C2)C1)N1CCN(CC1)C